allyl (S)-8-((5-bromopentyl)oxy)-7-methoxy-2-(4-methoxyphenyl)-5-oxo-11,11a-dihydro-1H-benzo[e]pyrrolo[1,2-a][1,4]diazepine-10(5H)-carboxylate BrCCCCCOC=1C(=CC2=C(N(C[C@H]3N(C2=O)C=C(C3)C3=CC=C(C=C3)OC)C(=O)OCC=C)C1)OC